C(C)(C)(C)C=1N=C2N(C(N(C3=C2N=CC(=C3)N3CCOCC3)CC(=O)O)=O)C1 [2-tert-butyl-8-(morpholin-4-yl)-5-oxoimidazo[1,2-c]pyrido[2,3-e]pyrimidin-6(5H)-yl]acetic acid